cis-N-(4-chloro-3-(4-(hydroxymethyl)-2H-1,2,3-triazol-2-yl)phenyl)-3-methyl-6-azabicyclo[3.1.1]heptane-6-carboxamide ClC1=C(C=C(C=C1)NC(=O)N1C2CC(CC1C2)C)N2N=CC(=N2)CO